C(C1=CC=CC=C1)N(C(C)=O)C(=C)C1=CC(=CC=C1)Cl N-benZyl-N-(1-(3-chlorophenyl)vinyl)acetamide